[K].C(C)N1CCC(CC1)S(=O)(=O)NC(NC1=C(C=C(C=C1C1=CC(=NC=C1)OC)F)C(C)C)=O 1-Ethyl-N-((4-fluoro-2-isopropyl-6-(2-methoxypyridin-4-yl)phenyl)carbamoyl)piperidine-4-sulfonamide, Potassium Salt